N2-(bicyclo[2.2.1]heptan-2-yl)-9-(hydroxyimino)-N7-(tetrahydro-2H-pyran-4-yl)-9H-fluorene-2,7-disulfonamide C12C(CC(CC1)C2)NS(=O)(=O)C2=CC=1C(C3=CC(=CC=C3C1C=C2)S(=O)(=O)NC2CCOCC2)=NO